(S)-5-(2-(6-((2-methoxy-4-(4-(4-methylpiperazin-1-yl)piperidin-1-yl)phenyl)amino)pyrimidine-4-yl)isoxazolidin-3-yl)-1-methylpyridin-2(1H)-one COC1=C(C=CC(=C1)N1CCC(CC1)N1CCN(CC1)C)NC1=CC(=NC=N1)N1OCC[C@H]1C=1C=CC(N(C1)C)=O